(S)-2-amino-2-(2-chlorophenyl)cyclohexan-1-one N[C@]1(C(CCCC1)=O)C1=C(C=CC=C1)Cl